(S)-1-(4-(6-(6-(1-aminobutyl)pyridin-2-yl)-1-(6-(hydroxymethyl)pyridin-2-yl)-1H-indazol-4-yl)-5,6-dihydropyridin-1(2H)-yl)ethanone N[C@@H](CCC)C1=CC=CC(=N1)C1=CC(=C2C=NN(C2=C1)C1=NC(=CC=C1)CO)C1=CCN(CC1)C(C)=O